CC1=NN2C(N=CC=C2C2CN(CCC2)CC2=NC=CC=C2)=C1C1=CC=NC=C1 2-Methyl-7-(1-(pyridin-2-ylmethyl)piperidin-3-yl)-3-(pyridin-4-yl)pyrazolo[1,5-a]pyrimidine